O1C=C(C=C1)C1=NN2C(C(N1C(C)C)=O)=NC=C2C=2N=CN(C2)C(C2=CC=CC=C2)(C2=CC=CC=C2)C2=CC=CC=C2 2-(furan-3-yl)-3-isopropyl-7-(1-trityl-1H-imidazol-4-yl)imidazo[2,1-f][1,2,4]triazin-4(3H)-one